C1(CC1)NC(=O)N1N=CC(=C1)C1=C(C(=C(C=C1)O)N1S(NC(C1)=O)(=O)=O)F N-cyclopropyl-4-(3-(1,1-dioxido-4-oxo-1,2,5-thiadiazolidin-2-yl)-2-fluoro-4-hydroxyphenyl)-1H-pyrazole-1-carboxamide